6-chloro-N-[2-(4-cyclopropyl-2-methyl-phenyl)-2,2-difluoro-ethyl]-3-[3-(trifluoromethyl)phenoxy]pyridazine-4-carboxamide ClC1=CC(=C(N=N1)OC1=CC(=CC=C1)C(F)(F)F)C(=O)NCC(F)(F)C1=C(C=C(C=C1)C1CC1)C